C1(CCCCC1)NC=1C2=C(N=CN1)SC(=C2)C2=CN=CS2 N-cyclohexyl-6-(thiazol-5-yl)thieno[2,3-d]pyrimidin-4-amine